O[C@@H]1C[C@H](N(C1)C([C@H](C(C)C)N1N=NC(=C1)C=1C=NC=CC1)=O)C(=O)NC (2S,4R)-4-hydroxy-N-methyl-1-((S)-3-methyl-2-(4-(pyridin-3-yl)-1H-1,2,3-triazol-1-yl)butyryl)pyrrolidine-2-carboxamide